ClC1=CC=C(C=C1)C1(CC1)NC1=NC=C(C=N1)C1=NOC(=N1)C(F)(F)F N-[1-(4-chlorophenyl)cyclopropyl]-5-[5-(trifluoromethyl)-1,2,4-oxadiazol-3-yl]pyrimidin-2-amine